racemic-((1R,3R)-2,2-difluoro-3-vinylcyclopropyl)methanol FC1([C@H]([C@H]1C=C)CO)F |r|